C(C)(C)(C)NC(=O)NC=1C(=CC2=C(O[C@@H](C(N2CC2=CC(=CC=C2)C(F)F)=O)C)C1)F (R)-1-(tert-butyl)-3-(4-(3-(difluoromethyl)benzyl)-6-fluoro-2-methyl-3-oxo-3,4-dihydro-2H-benzo[b][1,4]oxazin-7-yl)urea